FC=1C=C(C(=O)NC=2SC(=C(C2C(=O)O)C)C)C=CC1O 2-(3-fluoro-4-hydroxybenzoamido)-4,5-dimethylthiophene-3-carboxylic acid